(E)-2-hexen-1-yl octanoate C(CCCCCCC)(=O)OC\C=C\CCC